2-cyclobutyl-6-(4-(4-isopropylpiperazin-1-yl)phenyl)-1-methyl-N-(2-morpholinoethyl)-1H-benzo[d]imidazol-4-amine C1(CCC1)C1=NC2=C(N1C)C=C(C=C2NCCN2CCOCC2)C2=CC=C(C=C2)N2CCN(CC2)C(C)C